4-(3-fluorophenylsulfonyl)butyric acid FC=1C=C(C=CC1)S(=O)(=O)CCCC(=O)O